1-morpholino-2-(2-phenyl-1,2,3,4-tetrahydroquinoline-6-yl)ethane-1-one O1CCN(CC1)C(CC=1C=C2CCC(NC2=CC1)C1=CC=CC=C1)=O